2-methylsulfonyl-1-[6-[(5R)-5-[3-chloro-2-fluoro-5-(trifluoromethyl)phenyl]-5-(trifluoromethyl)-4H-isoxazol-3-yl]spiro[1H-isobenzofuran-3,3'-azetidine]-1'-yl]ethanone CS(=O)(=O)CC(=O)N1CC2(C1)OCC1=CC(=CC=C12)C1=NO[C@@](C1)(C(F)(F)F)C1=C(C(=CC(=C1)C(F)(F)F)Cl)F